O[C@@]1(C(N(CC1)C)=O)C1=NOC(=C1)C1=CC(=C(C=C1)C)C=1SC=2N=CN=C(C2N1)SC (R)-3-hydroxy-1-methyl-3-(5-(4-methyl-3-(7-(methylsulfanyl)thiazolo[5,4-d]pyrimidin-2-yl)phenyl)isoxazol-3-yl)pyrrolidin-2-one